tert-butyl (2S,3S)-3-{[(1S)-1-cyano-2-[4-(3-methyl-2-oxo-1,3-benzoxazol-5-yl)phenyl]ethyl]carbamoyl}-2-methylpiperidine-1-carboxylate C(#N)[C@H](CC1=CC=C(C=C1)C=1C=CC2=C(N(C(O2)=O)C)C1)NC(=O)[C@@H]1[C@@H](N(CCC1)C(=O)OC(C)(C)C)C